2-[3,5-dimethoxy-4-(2-methylpropan-2-yloxy)phenyl]ethylamine COC=1C=C(C=C(C1OC(C)(C)C)OC)CCN